5-chloro-2,3-dihydro-1λ6-thieno[3,2-b]pyridine-1,1-dione ClC1=CC=C2C(=N1)CCS2(=O)=O